BrC1(C[C@H](NC1)C(=O)O)Br 4,4-dibromoproline